3-methoxy-3-oxopropanoic acid COC(CC(=O)O)=O